FC1(CNC2=CC=CC(=C12)I)F 3,3-Difluoro-4-iodoindoline